C(CC)OC(=O)C=1C=NN(C1)CC1=CC=C(C=C1)C1=NOC(=N1)C(F)(F)F 1-[[4-[5-(trifluoromethyl)-1,2,4-oxadiazol-3-yl]phenyl]methyl]pyrazole-4-carboxylic acid propyl ester